6-bromo-3-chloro-7-(5-chloropyrimidin-2-yl)oxy-1-(4,4,4-trifluorobutyl)indazole BrC1=CC=C2C(=NN(C2=C1OC1=NC=C(C=N1)Cl)CCCC(F)(F)F)Cl